O(CCC(C(=O)N)N1C(N(C2=C1C=NC=1C=C(C(=CC21)OC)C=2C(=NOC2C)C)[C@H](C)C2=NC=CC=C2)=O)CCC(C(=O)N)N2C(N(C1=C2C=NC=2C=C(C(=CC12)OC)C=1C(=NOC1C)C)[C@H](C)C1=NC=CC=C1)=O N'-(oxybis(ethane-2,1-diyl))bis(2-(7-(3,5-dimethylisoxazol-4-yl)-8-methoxy-2-oxo-1-((R)-1-(pyridin-2-yl)ethyl)-1,2-dihydro-3H-imidazo[4,5-c]quinolin-3-yl)acetamide)